4-chloro-3-ethyl-1-methyl-N-[4-(p-tolyloxy)benzyl]pyrazole-5-carboxamide ClC=1C(=NN(C1C(=O)NCC1=CC=C(C=C1)OC1=CC=C(C=C1)C)C)CC